FCCOP1(=NP=NP=N1)C(C(F)(F)F)(F)F 2-fluoroethoxypentafluoroethyl-cyclotriphosphazene